(R)-N-((5-cyclohexylpyridin-2-yl)methyl)-N-(1,3-dioxo-2-((2-(trimethylsilyl)ethoxy)methyl)isoindolin-5-yl)-1-((perfluorophenyl)sulfonyl)azetidine-2-carboxamide C1(CCCCC1)C=1C=CC(=NC1)CN(C(=O)[C@@H]1N(CC1)S(=O)(=O)C1=C(C(=C(C(=C1F)F)F)F)F)C=1C=C2C(N(C(C2=CC1)=O)COCC[Si](C)(C)C)=O